Octoxyglycerin CCCCC(CC)COCC(CO)O